5-methoxy-2-(4-methoxyphenyl)benzofuran 5-(2-((S)-2-(1,3-dimethyl-2,6-dioxo-1,2,3,6-tetrahydro-7H-purin-7-yl)propanamido)thiazol-4-yl)-2,5-diazabicyclo[2.2.1]heptane-2-carboxylate CN1C(N(C=2N=CN(C2C1=O)[C@H](C(=O)NC=1SC=C(N1)N1C2CN(C(C1)C2)C(=O)O)C)C)=O.COC=2C=CC1=C(C=C(O1)C1=CC=C(C=C1)OC)C2